BrC=1C=C2C(=[N+](C1)[O-])NC=C2 5-Bromo-1H-pyrrolo[2,3-b]pyridine 7-oxide